2,4-dimethyl-5-(pyrimidin-2-yl)pyridine 1-oxide CC1=[N+](C=C(C(=C1)C)C1=NC=CC=N1)[O-]